lead-zinc-germanium [Ge].[Zn].[Pb]